N-((1R)-5-(5-(1-hydroxypropan-2-yl)-1,2,4-oxadiazol-3-yl)-2,3-dihydro-1H-inden-1-yl)-2-methyl-2H-tetrazole-5-carboxamide OCC(C)C1=NC(=NO1)C=1C=C2CC[C@H](C2=CC1)NC(=O)C=1N=NN(N1)C